6-bromo-4,5-difluoro-2,3-dihydro-isoindol-1-one BrC1=C(C(=C2CNC(C2=C1)=O)F)F